NC1=NC=CC(=C1)N1N=NC(=C1)C1=CN=C2N1N=C(C=C2)N[C@H](C)C2=C(C=CC(=C2)F)O (R)-2-(1-((3-(1-(2-aminopyridin-4-yl)-1H-1,2,3-triazol-4-yl)imidazo[1,2-b]pyridazin-6-yl)amino)ethyl)-4-fluorophenol